NC1=C(C=CC(=C1)Br)C(=O)OC methyl 2-amino-4-bromophenylcarboxylate